ClC1=C(C(=O)C2=CC=C(C=C2)I)C=CC=C1 2-chloro-4'-iodobenzophenone